CNC(O[C@@H]1CC[C@H](CC1)C(N(C[C@@H]1CC[C@H](CC1)C1=CC(=C(C=C1)OC)C)C1=CC(=CC=C1)C=1C=NC(=CC1)C1CC1)=O)=O trans-4-((3-(6-Cyclopropylpyridin-3-yl)phenyl)((trans-4-(4-methoxy-3-methylphenyl)cyclohexyl)methyl) carbamoyl)cyclohexyl methylcarbamate